NC1=NC(=CC(=C1)C[C@@H]1[C@H](N(C1=O)C(=O)N[C@H](CC)C1=C(C=C(C=C1)F)C)C(=O)N(C)C=1C=NN(C1)C)C (2S,3R)-3-((2-amino-6-methylpyridin-4-yl)methyl)-N2-(1-methyl-1H-pyrazol-4-yl)-N1-((R)-1-(4-fluoro-2-methylphenyl)propyl)-N2-methyl-4-oxoazetidine-1,2-dicarboxamide